(6-(2-oxa-7-azaspiro[3.5]nonan-7-yl)pyridin-2-yl)methanol C1OCC12CCN(CC2)C2=CC=CC(=N2)CO